5-amino-2-methyl-6-(2-(trifluoromethyl)phenyl)pyridazin-3(2H)-one NC1=CC(N(N=C1C1=C(C=CC=C1)C(F)(F)F)C)=O